FC1CN(CCC1N1CCOCC1)C1=CC(=C(N)C=C1C=1C=NN(C1)C)OC 4-(3-fluoro-4-morpholinopiperidin-1-yl)-2-methoxy-5-(1-methyl-1H-pyrazol-4-yl)aniline